pentafluoro-2-pentanone FC(C(C(F)(F)F)=O)(CC)F